N-(3-(3,6-difluoropyridin-2-yl)-1-((1r,4r)-4-ethoxycyclohexyl)-1H-pyrazol-4-yl)-2-(1H-pyrazol-4-yl)thiazole-4-carboxamide sodium salt [Na].FC=1C(=NC(=CC1)F)C1=NN(C=C1NC(=O)C=1N=C(SC1)C=1C=NNC1)C1CCC(CC1)OCC